FC1=C(C=CC=C1)C1(CC1)NC(=O)C=1C=2C[C@@H]3[C@H](C2N(N1)C1=C(C=C(C=C1)F)F)C3 (1aR,5aR)-2-(2,4-Difluoro-phenyl)-1a,2,5,5a-tetrahydro-1H-2,3-diaza-cyclopropa[a]pentalene-4-carboxylic acid [1-(2-fluoro-phenyl)-cyclopropyl]-amide